3-(4-(piperazin-1-yl)phenyl)aminopiperidine-2,6-dione N1(CCNCC1)C1=CC=C(C=C1)NC1C(NC(CC1)=O)=O